3-{[1-({(3R,4R)-1-[(4-Bromopyridin-2-yl)carbonyl]-3-phenylpiperidin-4-yl}carbonyl)-4-hydroxypiperidin-4-yl]methyl}-7-methyl-3,7-dihydro-4H-pyrrolo[2,3-d]pyrimidin-4-one BrC1=CC(=NC=C1)C(=O)N1C[C@H]([C@@H](CC1)C(=O)N1CCC(CC1)(O)CN1C=NC2=C(C1=O)C=CN2C)C2=CC=CC=C2